2-[[4-benzyloxy-2-(4-cyclopropyl-6-methoxy-pyrimidin-5-yl)pyrrolo[3,2-d]pyrimidin-5-yl]methoxy]ethyl-trimethyl-silane C(C1=CC=CC=C1)OC=1C2=C(N=C(N1)C=1C(=NC=NC1OC)C1CC1)C=CN2COCC[Si](C)(C)C